2-((1R,2R)-1-(2-chlorophenyl)-1-(5-cyano-1H-pyrazol-1-yl)propan-2-yl)-5-hydroxy-N-(isoxazol-4-yl)-1-methyl-6-oxo-1,6-dihydropyrimidine-4-carboxamide ClC1=C(C=CC=C1)[C@@H]([C@@H](C)C=1N(C(C(=C(N1)C(=O)NC=1C=NOC1)O)=O)C)N1N=CC=C1C#N